ClC1=CC=C(COC=2C=CC(C3=C(COC32)C=O)=O)C=C1 7-(4-chlorobenzyloxy)-4-oxo-4H-benzofuran-3-carbaldehyde